CN(C)CC1CC2=CC=3CCCC3C(=C2C1)NC(=O)N=S(=O)(N)C=1C=NN2C1OCCC2 N'-((2-((dimethylamino)methyl)-1,2,3,5,6,7-hexahydro-s-indacen-4-yl)carbamoyl)-6,7-dihydro-5H-pyrazolo[5,1-b][1,3]oxazine-3-sulfonimidamide